4-(2-methanesulfonyloxyethyl)-2,2-dimethylpyrrolidine-1-carboxylic acid tert-butyl ester C(C)(C)(C)OC(=O)N1C(CC(C1)CCOS(=O)(=O)C)(C)C